2-(4-(4-phenoxybutyl)piperazin-1-yl)acetamide O(C1=CC=CC=C1)CCCCN1CCN(CC1)CC(=O)N